ClC1=C2C(=NC=C1)NCC2(CC)C=2C=C(C=CC2)N2C(N(CCC2)CC=O)=O 2-[3-(3-{4-chloro-3-ethyl-1H-pyrrolo[2,3-b]pyridin-3-yl}phenyl)-2-oxo-1,3-diazinan-1-yl]acetaldehyde